5-chloro-4-methylthiazole ClC1=C(N=CS1)C